vinyl-tris(dimethylsiloxy)silane C(=C)[Si](O[SiH](C)C)(O[SiH](C)C)O[SiH](C)C